1-(4-hydroxybenzyl)piperidine-4-carboxamide OC1=CC=C(CN2CCC(CC2)C(=O)N)C=C1